FC1=CC=CC(=N1)C1=CC=C(CN2N=C3N(C(N(C(C3=C2NC2=CC=CC=C2)=O)C)=O)CC2=CC=C(C=C2)OC)C=C1 2-(4-(6-fluoropyridin-2-yl)benzyl)-7-(4-methoxybenzyl)-5-methyl-3-(phenylamino)-2H-pyrazolo[3,4-d]pyrimidine-4,6(5H,7H)-dione